pyridine oxolate O1C(=CC=C1)C(=O)O.N1=CC=CC=C1